N-(1,3-benzoxazol-4-ylmethyl)-5-(3-ethoxypyridazin-4-yl)-1-isopropyl-3-methyl-pyrazolo[4,3-b]Pyridin-7-amine O1C=NC2=C1C=CC=C2CNC2=C1C(=NC(=C2)C2=C(N=NC=C2)OCC)C(=NN1C(C)C)C